triaminobenzene phosphorus nitrogen [N].[P].NC=1C(=C(C=CC1)N)N